2-(3-Acetylphenyl)-2-methylpropanoic acid methyl ester COC(C(C)(C)C1=CC(=CC=C1)C(C)=O)=O